P(=O)(OCCCCCCCC\C=C/CCCCCCCC)(OCCCCCCCC\C=C/CCCCCCCC)OCCCCCCCC\C=C/CCCCCCCC tri(oleyl) phosphate